tert-butyl-chloromethane C(C)(C)(C)CCl